CCCCCCCCCCCCCCCCCCCCCCCCCCCCCC.[I] iodine triacontane